COCC=1N(C2=CC(=CC=C2C1)C#CC1=C2C=C(N=CC2=C(N=C1)NC)NC(=O)C1CC1)C N-(5-((2-(methoxymethyl)-1-methyl-1H-indol-6-yl)ethynyl)-8-(methylamino)-2,7-naphthyridin-3-yl)cyclopropanecarboxamide